(P)-4-((3,5-difluoropyridin-2-yl)methoxy)-5',6-dimethyl-2-oxo-2H-[1,4'-bipyridine] FC=1C(=NC=C(C1)F)COC1=CC(N(C(=C1)C)C1=CC=NC=C1C)=O